3,4-dichloroaniline-6-sulfonic acid ClC=1C=C(N)C(=CC1Cl)S(=O)(=O)O